NCCOC=1C=CC(=C(C(=O)N[C@H](C)C2=CC(=CC(=C2)C=2SC=CC2)C=2SC=CC2)C1)C (R)-5-(2-aminoethoxy)-N-(1-(3,5-di(thiophen-2-yl)phenyl)ethyl)-2-methylbenzamide